C(CCC)C=1N(C=CN1)S(=O)(=O)F 2-butyl-1H-imidazole-1-sulfonyl fluoride